2-bromohexadecanoic acid BrC(C(=O)O)CCCCCCCCCCCCCC